N(=C=O)C1CCC(CC1)N(C1=CC=CC=C1)C1CCC(CC1)N=C=O bis(para-isocyanato-cyclohexyl)N-phenyl-amine